C(C(=O)O)(=O)O.C1NCC12CCCC2.C2NCC21CCCC1 2-Azaspiro[3.4]octane hemioxalate